2-((1-(2-cyano-7-methyl-3-(4-methyl-4-(trifluoromethyl)piperidin-1-yl)quinoxalin-5-yl)ethyl)amino)benzoic acid C(#N)C1=NC2=CC(=CC(=C2N=C1N1CCC(CC1)(C(F)(F)F)C)C(C)NC1=C(C(=O)O)C=CC=C1)C